COC(=O)[C@@]1(N(C(C2=CC(=CC=C12)F)=O)CC1=CC=C(C=C1)OC)CC=C |r| rac-(R)-1-allyl-5-fluoro-2-(4-methoxybenzyl)-3-oxoisoindoline-1-carboxylic acid methyl ester